CN1C=C(C=C(C1=O)C)C1=CC(=C(C(=O)N2CCN(CC2)CC2CCN(CC2)C(=O)C=2C=CC(=C(C2)N2C(NC(CC2)=O)=O)OC)C=C1)OC 1-(5-(4-((4-(4-(1,5-dimethyl-6-oxo-1,6-dihydropyridin-3-yl)-2-methoxybenzoyl)piperazin-1-yl)methyl)piperidine-1-carbonyl)-2-methoxyphenyl)dihydropyrimidine-2,4(1H,3H)-dione